OC=1C=C2C=CC(=NC2=CC1C=1N=NC(=CC1)N(C1CC(NC(C1)(C)C)(C)C)C)C#N 6-hydroxy-7-(6-(methyl(2,2,6,6-tetramethylpiperidin-4-yl)amino)pyridazin-3-yl)quinoline-2-carbonitrile